CC12C(C(C(CC1)(C2(C)C)C)=O)=CC2=CC=CC=C2 methyl-benzylidenecamphor